C(CCC)[N+](CCCC)(CCCC)CCCC.S(=O)(C1=CC=C(C=C1)N)(=O)[O-] sulfanilic acid tetrabutyl-ammonium salt